1,4-butanediamide C(CCC(=O)N)(=O)N